BrC1=C(C=C(C(=C1)Cl)I)F 1-bromo-5-chloro-2-fluoro-4-iodobenzene